CC1(OCCO1)CCC1CNC(O1)=O 5-[2-(2-methyl-1,3-dioxolan-2-yl)ethyl]oxazolidin-2-one